2-iodonaphthalene-1-carbonitrile IC1=C(C2=CC=CC=C2C=C1)C#N